(1S,4aS,4bR,6aR,8R,10aS,10bR,12aS)-N,N-diethyl-8-hydroxy-8,12a-dimethyloctadecahydrochrysene-1-carboxamide C(C)N(C(=O)[C@H]1CCC[C@H]2[C@@H]3CC[C@@H]4C[C@](CC[C@@H]4[C@H]3CC[C@]12C)(C)O)CC